CC1=NN(C=2CC(CC(C12)=O)(C)C)C1=CC=C(C(=O)N)C=C1 4-(3,6,6-trimethyl-4-oxo-4,5,6,7-tetrahydro-1H-indazol-1-yl)benzamide